BrC1=C(C=CC=C1)C1=CC=CC2=C1OC1=C2C=CC=C1 4-(2-bromophenyl)dibenzo[b,d]furan